FC(C=CC(=O)N1CCN(CC1)C=1N=CC2=C(N1)C(=NC=N2)NC2=CC(=C(C=C2)OC2=CC1=C(N(N=N1)C)C=C2)C)F 4,4-difluoro-1-(4-(8-((3-methyl-4-((1-methyl-1H-benzo[d][1,2,3]triazol-5-yl)oxy)phenyl)amino)pyrimido[5,4-d]pyrimidin-2-yl)piperazin-1-yl)but-2-en-1-one